1-(2-((2S,4R)-2-(3-chloro-2-(trifluoromethyl)phenyl-carbamoyl)-4-fluoropyrrolidin-1-yl)-2-oxoethyl)-5-(pyridazin-4-yl)-1H-indazole-3-carboxamide ClC=1C(=C(C=CC1)NC(=O)[C@H]1N(C[C@@H](C1)F)C(CN1N=C(C2=CC(=CC=C12)C1=CN=NC=C1)C(=O)N)=O)C(F)(F)F